C(C)(C)(C)OC(=O)N1[C@@H](CCC1)C(NC)=O (2S)-2-(methylcarbamoyl)pyrrolidine-1-carboxylic acid tert-butyl ester